5-chloro-2-methyl-1H-1λ6-[1,2]thiazolo[4,5-b]pyridine-1,1,3(2H)-trione ClC1=CC=C2C(=N1)C(N(S2(=O)=O)C)=O